BrC=1N=C2N(N1)[C@@H](C[C@@]2([2H])OC(C2=CC=C(C=C2)[N+](=O)[O-])=O)C2=CC=CC=C2 4-nitrobenzoic acid [trans-2-bromo-7-deutero-5-phenyl-5,6-dihydropyrrolo[1,2-b][1,2,4]triazol-7-yl] ester